1-(2,4-Difluoro-phenyl)-3-[4-(3-dimethylamino-propoxy)-3-(4-fluoro-2-methyl-2H-pyrazol-3-yl)-phenyl]-urea FC1=C(C=CC(=C1)F)NC(=O)NC1=CC(=C(C=C1)OCCCN(C)C)C=1N(N=CC1F)C